dichloromethylsilane ClC(Cl)[SiH3]